[C@H]12OC[C@H](N(C1)C1=NC=CC(=C1)C1=C3C(=NC=C1)C=C(O3)C3=CC=C(C=C3)S(=O)(=O)C)C2 7-(2-((1R,4R)-2-oxa-5-azabicyclo[2.2.1]heptan-5-yl)pyridin-4-yl)-2-(4-(methylsulfonyl)phenyl)furo[3,2-b]pyridine